NC=1C=C(C(=O)NCC2=CC=C(C=C2)C)C=CC1C(C)(C)O 3-amino-4-(2-hydroxypropan-2-yl)-N-(4-methylbenzyl)benzamide